FC1=C(C(=O)NC=2C=CC=C3C=CN=CC23)C=CC(=C1)N1CCN(CC1)C(C)C 2-fluoro-N-(isoquinolin-8-yl)-4-[4-(propan-2-yl)piperazin-1-yl]benzamide